C(CCCCC)OC(=O)NCC1=C(C=NN1C)C1=CC=C(C(=N1)C)OC1CCCCC1 (1S,3S)-3-((6-(5-((((Hexyloxy)carbonyl)amino)methyl)-1-methyl-1H-pyrazol-4-yl)-2-methylpyridin-3-yl)oxy)cyclohexan